((2S,4r,5r)-4-fluoro-5-hydroxytetrahydro-2H-pyran-2-yl)((S)-1-(4-fluorophenyl)-3,4-dihydroisoquinolin-2(1H)-yl)methanone F[C@@H]1C[C@H](OC[C@H]1O)C(=O)N1[C@H](C2=CC=CC=C2CC1)C1=CC=C(C=C1)F